(2-hydroxypropyl)glutaramide OC(CC(C(=O)N)CCC(=O)N)C